(R)-2-(4-chloro-2-(trifluoromethyl)benzyl)-N-(1-(4-(ethylsulfonyl)phenyl)-2-methoxyethyl)-1-(2-hydroxyethyl)-1H-indole-5-carboxamide ClC1=CC(=C(CC=2N(C3=CC=C(C=C3C2)C(=O)N[C@@H](COC)C2=CC=C(C=C2)S(=O)(=O)CC)CCO)C=C1)C(F)(F)F